(S)-5-((diethoxyphosphoryl)fluoromethyl)benzo[b]thiophene-2-carboxylic acid benzyl ester C(C1=CC=CC=C1)OC(=O)C1=CC2=C(S1)C=CC(=C2)[C@@H](F)P(=O)(OCC)OCC